C(C1=CC=CC=C1)OC(NC1(CN(C1)C)C1=CC=CC2=CC=CC=C12)=O benzyl(1-methyl-3-(naphthalen-1-yl)azetidin-3-yl)carbamate